N-(2-chloro-5-formylphenyl)acetamide ClC1=C(C=C(C=C1)C=O)NC(C)=O